C1(=CC=CC=C1)C=1C=C(C=CC1O)C1=NN=CC2=CC=CC=C12 4-(3-Phenyl-4'-hydroxyphenyl)-2,3-naphthyridine